tri-propylene triisostearate C(CCCCCCCCCCCCCCC(C)C)(=O)O.C(CCCCCCCCCCCCCCC(C)C)(=O)O.C(CCCCCCCCCCCCCCC(C)C)(=O)O.C=CC.C=CC.C=CC